7-Chloro-1-methyl-4-[4-(5-methyl-1,3-benzoxazol-2-yl)piperidin-1-yl]-2-oxo-1,2-dihydroquinoline-3-carboxamide ClC1=CC=C2C(=C(C(N(C2=C1)C)=O)C(=O)N)N1CCC(CC1)C=1OC2=C(N1)C=C(C=C2)C